NC=1C=2N(C3=CC(=C(C=C3N1)F)C(=O)N1[C@@H]3[C@H](OCC1)CC=1C=C(C=CC13)C1=CC=C(C=C1)C(F)(F)F)C=NC2 (4-amino-7-fluoroimidazo[1,5-a]quinoxalin-8-yl)((4aS,9aR)-7-(4-(trifluoromethyl)phenyl)-2,3,9,9a-tetrahydroindeno[2,1-b][1,4]oxazin-4(4aH)-yl)methanone